C(C#CC)(=O)N1[C@@H](CCC1)C1=NC(=C2N1C=CN=C2C(=O)N)C2=CC=C(C=C2)OC2=C(C(=CC=C2)OC)F (S)-3-(1-(but-2-ynoyl)pyrrolidin-2-yl)-1-(4-(2-fluoro-3-methoxyphenoxy)phenyl)imidazo[1,5-a]pyrazine-8-carboxamide